3,4-bis((4-fluorobenzyl)oxy)benzaldehyde FC1=CC=C(COC=2C=C(C=O)C=CC2OCC2=CC=C(C=C2)F)C=C1